C1(=CC=CC=C1)C1=CC=C2C(NC=NN21)=O 7-phenylpyrrolo[2,1-f][1,2,4]triazin-4(3H)-one